3-((7-(8-chloronaphthalen-1-yl)-8-fluoro-2-((tetrahydro-1H-pyrrolizin-7a(5H)-yl)methoxy)pyrido[4,3-d]pyrimidin-4-yl)amino)azetidine-1-carboxamide ClC=1C=CC=C2C=CC=C(C12)C1=C(C=2N=C(N=C(C2C=N1)NC1CN(C1)C(=O)N)OCC12CCCN2CCC1)F